FC(C1=C(CN2N=CC(=C2)NC(=O)C=2C=C(C=NC2)C=2C=NC=CC2)C=CC(=C1)C(F)(F)F)(F)F N-(1-(2,4-bis(trifluoromethyl)benzyl)-1H-pyrazol-4-yl)-[3,3'-bipyridine]-5-carboxamide